2-(2-hydroxy-4,6-dimethylphenyl)-6-(2-methyloxan-2-yl)-2,5-dihydro-4H-pyrazolo[3,4-d]pyrimidin-4-one OC1=C(C(=CC(=C1)C)C)N1N=C2N=C(NC(C2=C1)=O)C1(OCCCC1)C